N-(3-Amino-4-(2-chloro-5-fluorophenoxy)-7-(pyridin-3-yl)-1H-indazol-5-yl)-3-fluoro-5-(trifluoromethyl)benzamide NC1=NNC2=C(C=C(C(=C12)OC1=C(C=CC(=C1)F)Cl)NC(C1=CC(=CC(=C1)C(F)(F)F)F)=O)C=1C=NC=CC1